diaziren N1N=C1